ClC1=C(N=C2N1C=C(C=C2F)C=2C=CC=1N(N2)C=C(N1)C)C1CCNCC1 6-[3-chloro-8-fluoro-2-(4-piperidyl)imidazo[1,2-a]pyridin-6-yl]-2-methyl-imidazo[1,2-b]pyridazine